Cl.C(C)N(CC)C(CCC)O diethylaminobutanol hydrochloride